N-(octyl)sulfamide C(CCCCCCC)NS(=O)(=O)N